NC=1C=2N(C(=C(N1)C1=CC(=CC=C1)C#N)C#N)N=C(C2)CC2=C(C=CC=C2)F 4-amino-6-(3-cyanophenyl)-2-(2-fluorobenzyl)pyrazolo[1,5-a]pyrazine-7-carbonitrile